FC(C1=NC(=CC(=C1)C=1C=NN(C1)C1=C(C=C(N)C=C1)N1CCC2(CC2)CC1)N1CCC(CC1)(F)F)F 4-(4-(2-(Difluoromethyl)-6-(4,4-difluoropiperidin-1-yl)pyridin-4-yl)-1H-pyrazol-1-yl)-3-(6-Azaspiro[2.5]octane-6-yl)aniline